2-(2,6-dioxopiperidin-3-yl)-5-[(5-hydroxypentyl)oxy]-2,3-dihydro-1H-isoindole-1,3-dione O=C1NC(CCC1N1C(C2=CC=C(C=C2C1=O)OCCCCCO)=O)=O